COC([C@@H](C(C)C)NC(CC(C)=O)=O)=O (R)-3-methyl-2-(3-oxobutanamido)n-butyric acid methyl ester